CCCCCCCCCCCCC(=O)OC[C@H](COP(=O)(O)OC[C@@H](C(=O)O)N)OC(=O)CCCCC/C=C\C/C=C\C/C=C\C/C=C\CCCCC 1-tridecanoyl-2-(7Z,10Z,13Z,16Z-docosatetraenoyl)-glycero-3-phosphoserine